ethyl (R)- and (S)-4-oxotetrahydrofuran-3-carboxylate O=C1[C@@H](COC1)C(=O)OCC |r|